5-(5-((cyclohexyl-(methyl)amino)methyl)-1H-tetrazol-1-yl)pyridine C1(CCCCC1)N(C)CC1=NN=NN1C=1C=CC=NC1